N-tert-butyl-8-(2-chloropyridin-3-yl)-7-methoxy-N-methyl-1-(thiophen-3-yl)-1,4-dihydrochromeno[4,3-c]pyrazole-3-carboxamide C(C)(C)(C)N(C(=O)C=1C2=C(N(N1)C1=CSC=C1)C=1C=C(C(=CC1OC2)OC)C=2C(=NC=CC2)Cl)C